COC=1C=C(C=C(C1SCC1=CC=C(C=C1)OC)OC)C1OCCO1 2-(3,5-dimethoxy-4-{[(4-methoxyphenyl)methyl]sulfanyl}phenyl)-1,3-dioxolane